O=C1N(C2=CC=CC=C2C12CC2)C(=O)[O-] 2'-oxospiro[cyclopropane-1,3'-indoline]-1'-carboxylate